ClC1=C2C=C(NC2=CC=C1Cl)C(=O)N1CCN(CC1)C(CN(C)C)=O 1-(4-(4,5-dichloro-1H-indole-2-carbonyl)piperazin-1-yl)-2-(dimethylamino)ethan-1-one